(2S)-4-(hydroxymethyl)pyrrolidine-1,2-dicarboxylic acid 2-benzyl ester 1-(tert-butyl) ester C(C)(C)(C)OC(=O)N1[C@@H](CC(C1)CO)C(=O)OCC1=CC=CC=C1